CC1=C(C=C(C=C1)NC(=O)[C@@H]1NCCCC1)C(N[C@H](C)C1=CC(=NC(=C1)C=1SC=CC1)C=1C=NN(C1)C)=O |o1:18| (R)-N-(4-methyl-3-(((R*)-1-(2-(1-methyl-1H-pyrazol-4-yl)-6-(thiophen-2-yl)pyridin-4-yl)ethyl)carbamoyl)phenyl)piperidine-2-carboxamide